ClC=1C(=NC=CC1)N1N=C(C=C1C(=O)O)OC1=CS(C1)(=O)=O 1-(3-chloropyridin-2-yl)-3-((1,1-dioxothietin-3-yl)oxy)-1H-pyrazole-5-carboxylic acid